ClC(=O)C1CC12CCN(CC2)C(=O)OC(C)(C)C t-butyl 1-(chlorocarbonyl)-6-azaspiro[2.5]octane-6-carboxylate